O1C(=NC=C1)C(=O)N 1,3-oxazole-2-carboxamide